C(C)OC(=O)Cl.CN1CCN(CC1)C1=CC=C(C=C1)C=1C=C2C(=NC1)C(=CO2)C=2C=C(C=CC2)NC(OCC)=O ethyl (3-(6-(4-(4-methylpiperazin-1-yl)phenyl)furo[3,2-b]pyridin-3-yl)phenyl)carbamate Ethyl-chloroformate